F[B-](F)(F)F.S1C(=NC2=C1C=CC=C2)C2=CC(=[N+](C(=C2)C)C)C 4-(benzo[d]thiazol-2-yl)-1,2,6-trimethylpyridin-1-ium tetrafluoroborate